3,4-dimethyl-2-tetrahydrofuranol CC1C(OCC1C)O